tert-butyl N-[4-[4-[(5Z)-5-[(3,4-dihydroxy-5-nitrophenyl)methylene]-2,4-dioxo-thiazolidin-3-yl]butyl-methyl-amino]-4-oxo-butyl]carbamate OC=1C=C(C=C(C1O)[N+](=O)[O-])\C=C/1\C(N(C(S1)=O)CCCCN(C(CCCNC(OC(C)(C)C)=O)=O)C)=O